COC(C1=CC(=CC(=C1)C#N)C(NCC1=CC=C(C=C1)N1C(=NC=2C1=NC(=CC2)C2=CC=CC=C2)C=2C(=NC=CC2)N)=O)=O.CC2OCC(CO2)N2CCC(CC2)C(=O)N (2-methyl-1,3-dioxan-5-yl)piperidine-4-carboxamide methyl-3-((4-(2-(2-aminopyridin-3-yl)-5-phenyl-3H-imidazo[4,5-b]pyridin-3-yl)benzyl)carbamoyl)-5-cyanobenzoate